rac-(R)-3-(1,2,3,4-tetrahydroisoquinolin-6-yl)piperidine-2,6-dione C1NCCC2=CC(=CC=C12)[C@@H]1C(NC(CC1)=O)=O |r|